[Sr].[Eu] europium-strontium